[3-[[4-[(2-Ethoxycarbonyl-4-methyl-pentanoyl)amino]phenyl]methyl]triazol-4-yl]methylammonium C(C)OC(=O)C(C(=O)NC1=CC=C(C=C1)CN1N=NC=C1C[NH3+])CC(C)C